C1(CCCC1)OC=1C(=C(C(=O)O)C=CC1C(NS(=O)(=O)C1(CC1)C)=O)F 3-(cyclopentyloxy)-2-fluoro-4-(((1-methylcyclopropyl)sulfonyl)carbamoyl)benzoic acid